ClC=1C2=C(N=CN1)N(C=C2C2CCCC2)[C@H]2C[C@@H]([C@H](O2)CO)O (2R,3S,5R)-5-{4-chloro-5-cyclopentyl-7H-pyrrolo[2,3-d]pyrimidin-7-yl}-2-(hydroxymethyl)oxolan-3-ol